1-(4-((5-(2-Chloropyridin-4-yl)-2-methylphenyl)sulfonyl)piperazin-1-yl)propan-2-ol ClC1=NC=CC(=C1)C=1C=CC(=C(C1)S(=O)(=O)N1CCN(CC1)CC(C)O)C